(4-(3-(4-hydroxyphenyl)isoxazol-5-yl)phenyl)-4-methylbenzenesulfonamide OC1=CC=C(C=C1)C1=NOC(=C1)C1=CC=C(C=C1)C1=C(C=CC(=C1)C)S(=O)(=O)N